(S)-3-(1-acryloylpyrrolidin-3-yl)-7-amino-1-(4-(2,6-difluorophenoxy)phenyl)-1,5-dihydro-4H-pyrrolo[2,3-d]pyridazin-4-one C(C=C)(=O)N1C[C@@H](CC1)C1=CN(C=2C(=NNC(C21)=O)N)C2=CC=C(C=C2)OC2=C(C=CC=C2F)F